2,6-difluoroacetophenone CC(=O)C1=C(C=CC=C1F)F